CC(=CCOC=1C=C(C=CC1OC)C(CN1C(=CC(C=C1C)=O)C)=O)C 1-(2-(3-((3-methylbut-2-en-1-yl)oxy)-4-methoxyphenyl)-2-oxoethyl)-2,6-dimethylpyridin-4(1H)-one